C1(=CC=CC=C1)OC([C@H]([C@@H](C1=CC=C(C=C1)Cl)NC(=O)OC(C)(C)C)C)=O.CN1CCN(CC1)C(=O)NC1=CC(=CC=C1)[C@H](C)SC1=NN=CN1C (S)-4-methyl-N-(3-(1-((4-methyl-4H-1,2,4-triazol-3-yl)sulfanyl)ethyl)phenyl)piperazine-1-carboxamide phenyl-(2s,3s)-3-((tert-butoxycarbonyl)amino)-3-(4-chlorophenyl)-2-methylpropionate